N-(6-(4-ethynylpyridin-3-yl)benzo[d]thiazol-2-yl)-2-fluorocyclopropane-1-carboxamide C(#C)C1=C(C=NC=C1)C1=CC2=C(N=C(S2)NC(=O)C2C(C2)F)C=C1